C(C)(=O)N1C[C@@H](CC1)N1C[C@@H](N(CC1)C=1C(=C(C=C(C1)C#N)NC1=NC=2N(C(=N1)NC1CC1)N=CC2C#N)Cl)C 2-({3-[(2S)-4-[(3R)-1-acetylpyrrolidin-3-yl]-2-methylpiperazin-1-yl]-2-chloro-5-cyanophenyl}amino)-4-(cyclopropyl-amino)pyrazolo[1,5-a][1,3,5]triazine-8-carbonitrile